N1N=CC(=C1)C=1C=C(C=NC1)C(NC(=O)[C@@H]1[C@H]2C([C@H]2CN1C([C@H](C(C)(C)C)NC(C)=O)=O)(C)C)C#N (1R,2S,5S)-N-((5-(1H-pyrazol-4-yl)pyridin-3-yl)(cyano)methyl)-3-((S)-2-Acetamido-3,3-dimethylbutyryl)-6,6-dimethyl-3-azabicyclo[3.1.0]hexane-2-carboxamide